6-(2-{[(1r,3r,5s)-1,5-diethyl-8-azabicyclo[3.2.1]oct-3-yl](methyl)amino}[1,3]thiazolo[5,4-d]pyrimidin-5-yl)-2-methylimidazo[1,2-a]pyridine-8-carbonitrile C(C)[C@]12CC(C[C@](CC1)(N2)CC)N(C=2SC=1N=C(N=CC1N2)C=2C=C(C=1N(C2)C=C(N1)C)C#N)C